1-bis(diphenylphosphino)amino-4-dodecylcyclohexane C1(=CC=CC=C1)P(C1=CC=CC=C1)N(C1CCC(CC1)CCCCCCCCCCCC)P(C1=CC=CC=C1)C1=CC=CC=C1